cholestane-3β,5,6β-triol CC(C)CCC[C@@H](C)[C@H]1CC[C@H]2[C@@H]3C[C@H](C4(C[C@H](CC[C@]4(C)[C@H]3CC[C@]12C)O)O)O